C(C)(C)(C)C1=C(C(C(=O)O)=CC(=C1)C(C)(C)C)O 3,5-Di-tert-butylsalicylic acid